BrCC1=C(C(=O)OC)C=CC(=N1)C1=CC(=CC=C1)Br methyl 2-bromomethyl-6-(3-bromo-phenyl)-nicotinate